dimethyl(4-(prop-2-yn-1-ylamino)benzo[d]thiazol-7-yl)phosphine oxide CP(C1=CC=C(C=2N=CSC21)NCC#C)(C)=O